6-(4-Chlorophenyl)-4-oxo-3-(propan-2-yl)-4,5-dihydropyrazolo[1,5-a]pyrazine-2-carboxylic acid ClC1=CC=C(C=C1)C=1NC(C=2N(C1)N=C(C2C(C)C)C(=O)O)=O